C1CC12CN(CC2)CC2=CC(=NC(=C2)C2CC2)C(=O)NC2=NC(=CC(=C2)C2=C(C=NN2C)C2=NN=CN2C)NCC 4-((5-azaspiro[2.4]heptan-5-yl)methyl)-6-cyclopropyl-N-(6-(ethylamino)-4-(1-methyl-4-(4-methyl-4H-1,2,4-triazol-3-yl)-1H-pyrazol-5-yl)pyridin-2-yl)pyridineamide